FC1=C(C(=C(C(=C1F)I)F)F)I 2,3,5,6-tetrafluoro-1,4-diiodobenzene